(2R,11aS)-8-((5-bromopentyl)oxy)-2-hydroxy-7-methoxy-5-oxo-2,3,11,11a-tetrahydro-1H-benzo[e]pyrrolo[1,2-a][1,4]diazepine-10(5H)-carboxylic acid allyl ester C(C=C)OC(=O)N1C[C@H]2N(C(C3=C1C=C(C(=C3)OC)OCCCCCBr)=O)C[C@@H](C2)O